[Si](C)(C)(C(C)(C)C)OCC=1C=C(C=NC1OC)C1CN(CCC1(F)F)C(=O)OC(C)(C)C tert-butyl 3-(5-(((tert-butyldimethylsilyl)oxy)methyl)-6-methoxypyridin-3-yl)-4,4-difluoropiperidine-1-carboxylate